CC1=CC=CC=2N(C(N(C21)C2=NC=C(N=C2C)C2=C1C(=CN=C2)N(N=C1)C)=O)CC(=O)NCC(F)(F)F 2-(4-methyl-3-(3-methyl-5-(1-methyl-1H-pyrazolo[3,4-c]pyridin-4-yl)pyrazin-2-yl)-2-oxo-2,3-dihydro-1H-benzo[d]imidazol-1-yl)-N-(2,2,2-trifluoroethyl)acetamide